C(N)(OCCC=1N(C2=CC=CC=C2C1CNS(=O)(=O)C)C1CCN(CC1)[C@@H]1CC[C@@H](CC1)C(C)(C)C)=O 2-(1-(1-(cis-4-(tert-butyl)cyclohexyl) piperidin-4-yl)-3-(methylsulfonamido-methyl)-1H-indol-2-yl)ethyl carbamate